2-[(5-bromo-4-methoxy-pyrazol-1-yl)methoxy]ethyl-trimethyl-silane BrC1=C(C=NN1COCC[Si](C)(C)C)OC